C(C)OC(C(\C=C/C1=CC=C(C=C1)F)(F)F)=O Z-ethyl-4-(4-fluorophenyl)-2,2-difluorobut-3-enoate